(R)-6-chloro-3-((1-(2-cyano-7-methyl-3-(4-methyl-3-oxopiperazin-1-yl)quinoxalin-5-yl)ethyl)amino)picolinic acid ClC1=CC=C(C(=N1)C(=O)O)N[C@H](C)C1=C2N=C(C(=NC2=CC(=C1)C)C#N)N1CC(N(CC1)C)=O